(2S)-6-amino-2-[[2-[[4-[[(3R,4R)-1-(2-cyanoacetyl)-4-methyl-3-piperidinyl]-methyl-amino]pyrrolo[2,3-d]pyrimidine-7-carbonyl]amino]acetyl]amino]hexanoic acid methyl ester hydrochloride Cl.COC([C@H](CCCCN)NC(CNC(=O)N1C=CC2=C1N=CN=C2N(C)[C@H]2CN(CC[C@H]2C)C(CC#N)=O)=O)=O